8-(hydroxymethyl)dibenzo[b,f][1,4]thiazepin-11(10H)-one OCC1=CC2=C(SC3=C(C(N2)=O)C=CC=C3)C=C1